Nickel-iron sodium [Na].[Fe].[Ni]